SC1=NC(=CC(=N1)S)S 2,4,6-trimercapto-pyrimidine